acetoxyoleic acid C(C)(=O)OC(C(=O)O)CCCCCC\C=C/CCCCCCCC